((1r,4r)-4-hydroxycyclohexyl)-8-(pyridin-3-yl)-6-(4-(trifluoromethyl)phenyl)pyrido[3,4-d]pyrimidin-4(3H)-one OC1CCC(CC1)C=1NC(C2=C(N1)C(=NC(=C2)C2=CC=C(C=C2)C(F)(F)F)C=2C=NC=CC2)=O